NC1=NC=C2C=3C=4N(C(=NC14)COCC)[C@H](CC3OC=C2)C(C)(C)O (R)-2-(10-amino-2-(ethoxymethyl)-3,4-dihydro-5-oxa-1,2a,9-triazanaphtho[2,1,8-cde]azulen-3-yl)propan-2-ol